O[C@@]1(C(N(CC1)C)=O)C1=CC(=CC=C1)C=1N=C(SC1)C1=CNC2=NC=C(C=C21)OC (R)-3-Hydroxy-3-(3-(2-(5-methoxy-1H-pyrrolo[2,3-b]pyridin-3-yl)thiazol-4-yl)phenyl)-1-methylpyrrolidin-2-one